C(C)N1C(N(C(C(=C1)C(=O)NC1=CC(=C(C=C1)OC1=CC(=NC=C1)C=1C=NN(C1)C)F)=O)C1=CC=C(C=C1)F)=O 1-ethyl-N-(3-fluoro-4-((2-(1-methyl-1H-pyrazol-4-yl)pyridin-4-yl)oxy)phenyl)-3-(4-fluorophenyl)-2,4-dioxo-1,2,3,4-tetrahydropyrimidin-5-formamide